C(C1=CC=CC=C1)OC1=C(C=CC(=C1)CC)OC 2-(benzyloxy)-4-ethyl-1-methoxybenzene